3-(2-{dispiro[1,3-dioxolane-2,1'-cyclohexane-4',1''-indene]-2''-yl}ethynyl)pyridine lithium cobalt orthosilicate [Si]([O-])([O-])([O-])O.[Co+2].[Li+].C12(C(=CC3=CC=CC=C13)C#CC=1C=NC=CC1)CCC1(CC2)OCCO1